CN1C(=NC2=C1C=CC(=C2)N)N2CCOCC2 1-methyl-2-morpholino-1H-benzo[d]imidazol-5-amine